(4-Fluoro-2-(trifluoromethyl)phenyl)(5,6,7,8-tetrahydroimidazo[1,2-a]pyrazin-3-yl)methanol FC1=CC(=C(C=C1)C(O)C1=CN=C2N1CCNC2)C(F)(F)F